O=C(CCCCCCC1=CC=CC=C1)N[C@@H](CCC(=O)O)CCCC 4-[(1-oxo-7-phenylheptyl)amino]-(4R)-octanoic acid